[1,2]Thiazolo[4,3-b]Pyridine-3-carboxamide N=1SC(=C2N=CC=CC21)C(=O)N